CC1=C(C=CC(=C1)C(F)(F)F)N1C=2N(CC(C1)CC(C(=O)N)=C)N=CC2 ((4-(2-methyl-4-(trifluoromethyl)phenyl)-4,5,6,7-tetrahydropyrazolo[1,5-a]pyrimidin-6-yl)methyl)acrylamide